4,6-dimethylnicotinaldehyde CC1=CC(=NC=C1C=O)C